C(C1CO1)OC1=C(C=C(C(=O)[O-])C=C1)CC 4-(2,3-epoxypropoxy)-3-ethylbenzoate